Tert-butyl 2,2-dimethyl-1,3-oxazolidine-3-carboxylate CC1(OCCN1C(=O)OC(C)(C)C)C